ClC1=CC=C(CNC(C2=CC=C(C=C2)C2=NC=CC3=C2C=CN3)=O)C=C1 N-(4-chlorobenzyl)-4-(1H-pyrrolo[3,2-c]pyridin-4-yl)benzamide